NC=1OC(=NN1)N 2,5-Diamino-1,3,4-oxadiazole